C(C1=CC=CC=C1)OC=1C=CC2=C(CN(S(O2)(=O)=O)CC=2C=C(C=CC2C)C(CC(=O)OCC)C2=C(C3=C(N(N=N3)CCCCCCOCC3=CC=CC=C3)C=C2)C)C1 ethyl 3-(3-{[6-(benzyloxy)-2,2-dioxo-2H-1,2λ6,3-benzoxathiazin-3(4H)-yl]methyl}-4-methylphenyl)-3-{1-[6-(benzyloxy)hexyl]-4-methyl-1H-benzotriazol-5-yl}propanoate